CC(C(=O)[O-])(CC(CC(CCCCCCCCCCCC)(C)C)N1CCCCC1)C 2,2,6,6-Tetramethyl-4-piperidinylstearat